N1=C(C(=CC=C1)C=1C=NC=CC1)N [3,3'-bipyridin]-2-amine